CC(C(=O)O)(COC1=C(C=CC=C1)C(F)(F)F)C 2,2-dimethyl-3-(2-(trifluoromethyl)phenoxy)propanoic acid